4-(N-(3-(tert-butyl)-5-cyclopropylbenzyl)-2-(N-(2-(pyrrolidin-1-yl)benzyl)-(2,3,4,5,6-pentafluoro-phenyl)sulfonamido)acetamido)-3-cyclopropoxybenzoic acid C(C)(C)(C)C=1C=C(CN(C(CN(S(=O)(=O)C2=C(C(=C(C(=C2F)F)F)F)F)CC2=C(C=CC=C2)N2CCCC2)=O)C2=C(C=C(C(=O)O)C=C2)OC2CC2)C=C(C1)C1CC1